SCCC[SiH2]C(Cl)Cl 3-mercaptopropyldichloromethylsilane